NC1=CC=C(C=N1)OC1=CC=C(C=C1)OC=1C=NC(=CC1)N p-bis(6-amino-3-pyridyloxy)benzene